BrC=1NC2(N3C1C(=CC=C3)C)CCC3(CC2)CC3 bromo-8''-methyl-2''H-dispiro[cyclopropan-1,1'-cyclohexane-4',3''-imidazo[1,5-a]pyridin]